N-(4-cyano-2-fluorophenyl)-6-(pyridin-3-yl)-1H-indole-3-sulfonamide C(#N)C1=CC(=C(C=C1)NS(=O)(=O)C1=CNC2=CC(=CC=C12)C=1C=NC=CC1)F